N-(4-fluoro-3-nitrophenyl)-4-(trifluoromethyl)-picolinamide FC1=C(C=C(C=C1)NC(C1=NC=CC(=C1)C(F)(F)F)=O)[N+](=O)[O-]